4-trifluoromethoxy-2-fluorophenylboronic acid FC(OC1=CC(=C(C=C1)B(O)O)F)(F)F